ClC=1C=CC=C2C(C[C@@H](OC12)C1=C(OC[C@H](C(=O)O)NS(NCC)(=O)=O)C=C(C=C1)C(F)(F)F)=O (2R)-3-[2-[(2R)-8-chloro-4-oxo-chroman-2-yl]-5-(trifluoromethyl)phenoxy]-2-(ethylsulfamoylamino)propionic acid